1-(2-bromoethyl)-4-(methoxy-methoxy)benzene BrCCC1=CC=C(C=C1)OCOC